C(C)C1=CC=C(C=C1)N1N=CC(=C1)C=1C=C2C(=CNC2=CC1)NS(=O)(=O)C=1N=CN(C1)C N-(5-(1-(4-ethylphenyl)-1H-pyrazol-4-yl)-1H-indol-3-yl)-1-methyl-1H-imidazole-4-sulfonamide